2-(3,3-dimethylpyrrolidin-1-yl)ethanamine CC1(CN(CC1)CCN)C